[N+](=O)(OCCOC1CN(C1)S(=O)(=O)C1=CC(=C(C=C1)OCC)C=1NC(C2=C(N1)C(=NN2C)CCC)=O)[O-] 2-((1-((4-ethoxy-3-(1-methyl-7-oxo-3-propyl-6,7-dihydro-1H-pyrazolo[4,3-d]pyrimidin-5-yl)phenyl)sulfonyl)azetidin-3-yl)oxy)ethyl nitrate